ClC1=C(C(=CC=C1)Cl)N1N=C(C(=C1)NC=1N=NN(C1)C)C(=O)N 1-(2,6-dichlorophenyl)-4-((1-methyl-1H-1,2,3-triazol-4-yl)amino)-1H-pyrazole-3-carboxamide